methyl 4-[2-(2,4-difluoroanilino)thiazol-4-yl]-4-ethyl-hexanoate FC1=C(NC=2SC=C(N2)C(CCC(=O)OC)(CC)CC)C=CC(=C1)F